1,2,4-triazin-3-ylamine N1=NC(=NC=C1)N